CC1(CN(CCC1)C1=C2C(=NC=C1)N(C=C2C=2C=NC=NC2)COCC[Si](C)(C)C)N 3-methyl-1-[3-pyrimidin-5-yl-1-(2-trimethylsilylethoxymethyl)pyrrolo[2,3-b]pyridin-4-yl]piperidin-3-amine